4-(4-(4-methoxyphenyl)thiazol-2-yl)-3-methylisoxazol-5-amine COC1=CC=C(C=C1)C=1N=C(SC1)C=1C(=NOC1N)C